(4aR,8aS)-6-[3-[4-(6-Fluoropyridin-3-yl)phenyl]azetidine-1-carbonyl]-4,4a,5,7,8,8a-hexahydropyrido[4,3-b][1,4]oxazin-3-one FC1=CC=C(C=N1)C1=CC=C(C=C1)C1CN(C1)C(=O)N1C[C@@H]2[C@@H](OCC(N2)=O)CC1